C(C)(C)N(P(O[C@@H]1[C@H](O[C@H]([C@@H]1OC)N1C2=NC=NC(=C2N=C1)NC(C1=CC=CC=C1)=O)CON1C(C2=CC=CC=C2C1=O)=O)OCCC#N)C(C)C (2R,3R,4R,5R)-5-(6-benzamido-9H-purin-9-yl)-2-(((1,3-dioxoisoindolin-2-yl)oxy)methyl)-4-methoxytetrahydrofuran-3-yl (2-cyanoethyl) diisopropylphosphoramidite